The molecule is a glycoside that consists of four N-formyl-alpha-D-perosamine residues linked sequentially (1->2), (1->3) and (1->2) and linked at the reducing end glycosidically to a 5-(methoxycarbonyl)pentyl group. It is a glycoside, a tetrasaccharide derivative and a methyl ester. It derives from an alpha-D-Rhap4NFo-(1->2)-alpha-D-Rhap4NFo-(1->3)-alpha-D-Rhap4NFo-(1->2)-alpha-D-Rhap4NFo. C[C@@H]1[C@H]([C@@H]([C@@H]([C@H](O1)O[C@H]2[C@H]([C@@H]([C@H](O[C@@H]2O[C@H]3[C@@H]([C@H](O[C@@H]([C@H]3O)O[C@H]4[C@H]([C@@H]([C@H](O[C@@H]4OCCCCCC(=O)OC)C)NC=O)O)C)NC=O)C)NC=O)O)O)O)NC=O